2-(3-(2-(2-Methylbiphenyl-3-yl)ethyl)-4-(trifluoromethyl)benzylamino)-3-hydroxy-2-methylpropanoic acid CC1=C(C=CC=C1CCC=1C=C(CNC(C(=O)O)(CO)C)C=CC1C(F)(F)F)C1=CC=CC=C1